2-(2,6-dioxo-3-piperidyl)-4-[1-[1-(9-hydroxynonyl)triazol-4-yl]ethylamino]isoindoline-1,3-dione O=C1NC(CCC1N1C(C2=CC=CC(=C2C1=O)NC(C)C=1N=NN(C1)CCCCCCCCCO)=O)=O